7-((4-chloro-2-fluorobenzyl)oxy)-2-oxo-1,2,4,5-tetrahydro-3H-benzo[d]azepine ClC1=CC(=C(COC2=CC3=C(CC(NCC3)=O)C=C2)C=C1)F